NC1=CC(=NN1C(=O)OC)C1OCCC1 methyl 5-amino-3-(tetrahydrofuran-2-yl)-1H-pyrazole-1-carboxylate